SCC1=C(C=C(C(=C1C)CS)C)C 2,4-bis(mercaptomethyl)-1,3,5-trimethylbenzene